N1=C(C=CC=C1)N1C(C(=CC=C1)C)=O 1-[2-pyridyl]-3-methyl-2-pyridone